5-{3-[1-(4-Amino-3-methyl-1H-pyrazolo[3,4-d]pyrimidin-1-yl)ethyl]-5-chloro-2-methoxy-6-methylphenyl}pyridine NC1=C2C(=NC=N1)N(N=C2C)C(C)C=2C(=C(C(=C(C2)Cl)C)C=2C=CC=NC2)OC